BrC1=CC=C(COC2CCN(CC2)C)C=C1 4-((4-Bromobenzyl)oxy)-1-methylpiperidine